trifluoropropyl carbonate C(OCCC(F)(F)F)([O-])=O